1-(6-(5-(4-fluorophenyl)-2H-tetrazol-2-yl)-3-azabicyclo[3.1.1]heptan-3-yl)-2-(3-methyl-1,2,4-oxadiazol-5-yl)ethan-1-one FC1=CC=C(C=C1)C=1N=NN(N1)C1C2CN(CC1C2)C(CC2=NC(=NO2)C)=O